1-(6-(4-fluorophenyl)-7-methoxy-2-methyl-1,8-naphthyridin-4-yl)ethan-1-one FC1=CC=C(C=C1)C=1C=C2C(=CC(=NC2=NC1OC)C)C(C)=O